2,5-bis{4-(phenanthr-9-yl)phenyl}pyridine C1=CC=CC=2C3=CC=CC=C3C(=CC12)C1=CC=C(C=C1)C1=NC=C(C=C1)C1=CC=C(C=C1)C=1C2=CC=CC=C2C=2C=CC=CC2C1